BrC=1C=CC=2N(C3=CC=CC=C3C2C1)CCOCCOCCOC 3-bromo-9-(2-(2-(2-methoxyethoxy)ethoxy)ethyl)-9H-carbazole